carbenium isothiocyanate [N-]=C=S.[CH3+]